2-FLUORO-5-(THIOMORPHOLINOMETHYL)PYRIDIN-3-YLBORONIC ACID FC1=NC=C(C=C1B(O)O)CN1CCSCC1